C(C)OC(CCC(=O)C1=C(C(=CC(=C1)CC1=C(C(=CC=C1Cl)F)Cl)C#N)O)=O 4-[3-Cyano-5-(2,6-dichloro-3-fluoro-benzyl)-2-hydroxy-phenyl]-4-oxo-butyric acid ethyl ester